BrC1=CC(=CC(=C1)C(C)C)C(C)C 1-bromo-3,5-diisopropylbenzene